OC(CN1CCN(CC1)C(=O)C1=CC=C(C=C1)OC(F)(F)F)CNC=1C2=CC=CC=C2N=C2CCCCC12 (4-(2-hydroxy-3-((1,2,3,4-tetrahydroacridin-9-yl)amino)propyl)piperazin-1-yl)(4-trifluoromethoxyphenyl)methanone